(S)-6-((allyloxy)carbonyl)-2-(tert-butoxycarbonyl)-2,6-diazaspiro[3.4]octane-8-carboxylic acid C(C=C)OC(=O)N1CC2(CN(C2)C(=O)OC(C)(C)C)[C@@H](C1)C(=O)O